(1R,3S,4R)-N-[(1R)-1-cyano-2-[(3R)-2-oxo-3-piperidyl]ethyl]-5,5-difluoro-2-(4,6,7-trifluoro-1H-indole-2-carbonyl)-2-azabicyclo[2.2.2]octane-3-carboxamide C(#N)[C@@H](C[C@@H]1C(NCCC1)=O)NC(=O)[C@H]1N([C@H]2CC([C@@H]1CC2)(F)F)C(=O)C=2NC1=C(C(=CC(=C1C2)F)F)F